N-[6-(5-chloro-2-fluorophenyl)-pyridazin-4-yl]-7-[2-(morpholin-4-yl)ethoxy]quinolin-4-amine ClC=1C=CC(=C(C1)C1=CC(=CN=N1)NC1=CC=NC2=CC(=CC=C12)OCCN1CCOCC1)F